FC1=CC=C(C=C1)[C@H]1[C@@H](C1)NCCC[C@@H](C(=O)N1CCN(CC1)C)NC(C1=CC=C(C=C1)C=1N=NC=CC1)=O N-((S)-5-((1R,2S)-2-(4-fluorophenyl)cyclopropylamino)-1-(4-methylpiperazin-1-yl)-1-oxopentan-2-yl)-4-(pyridazin-3-yl)benzamide